4-fluoro-2-methylindoline-1-carboxamide FC1=C2CC(N(C2=CC=C1)C(=O)N)C